ClCCNC1=CC=C(CN2N=C3C(C(N(C=4N3CC(N4)(C)C)C)=O)=C2NC2=CC=C(C=C2)F)C=C1 2-(4-((2-chloroethyl)amino)benzyl)-3-((4-fluorophenyl)amino)-5,7,7-trimethyl-7,8-dihydro-2H-imidazo[1,2-a]pyrazolo[4,3-e]pyrimidin-4(5H)-one